C(C)(C)(C)OC(=O)N1CC=2N(CC1)N=C(N2)Br 2-bromo-5,6-dihydro[1,2,4]triazolo[1,5-a]pyrazine-7(8H)-carboxylic acid tert-butyl ester